4-(1H-pyrrolo[3,2-c]pyridin-2-yl)benzonitrile N1C(=CC=2C=NC=CC21)C2=CC=C(C#N)C=C2